1-[(2S,4R)-4-(2,3-dichloro-6-methoxyphenyl)-2-ethenylpyrrolidin-1-yl]but-3-en-1-one ClC1=C(C(=CC=C1Cl)OC)[C@H]1C[C@H](N(C1)C(CC=C)=O)C=C